(3R,6S)-5-(4-chloropyridin-2-yl)-7-(difluoromethoxy)-2-methyl-4-nitro-3,6-dihydro-3,6-methanobenzo[c]azocin-1(2H)-one ClC1=CC(=NC=C1)C=1[C@H]2C3=C(C(N([C@@H](C1[N+](=O)[O-])C2)C)=O)C=CC=C3OC(F)F